C(#N)C1(CCN(CC1)C1=C(C=NC2=CC(=C(C=C12)F)F)C(=O)N1CCN(CC1)S(=O)(=O)N(C)C)C 4-(4-(4-cyano-4-methylpiperidin-1-yl)-6,7-difluoroquinoline-3-carbonyl)-N,N-dimethylpiperazine-1-sulfonamide